C(C)(C)(C)OC(=O)N1C[C@H](CCC1)NC1=NC=CC(=N1)C=1C(=NC=CC1)OC1=C(C=C(C=C1C)N)C.BrC=1C=C2CCN(C2=CC1)C(CC=1N=C(SC1)COC1=CC=CC=C1)=O 1-(5-Bromoindolin-1-yl)-2-(2-(phenoxymethyl)thiazol-4-yl)ethan-1-one (S)-tert-Butyl-3-((4-(2-(4-amino-2,6-dimethylphenoxy)pyridin-3-yl)pyrimidin-2-yl)amino)piperidine-1-carboxylate